CNCCC(C)N N1-methyl-1,3-butanedi-amine